ClC1=C(OCCC(=O)O)C=C(C=C1C=1N(C2=NC=NC(=C2N1)OC1(CC1)C)CC1=CC(=CC=C1)Cl)F 3-(2-chloro-3-(9-(3-chlorobenzyl)-6-(1-methylcyclopropoxy)-9H-purin-8-yl)-5-fluorophenoxy)propanoic acid